N[C@@H]1CC[C@H](CC1)C1(OC2=C(O1)C(=CC(=C2C)C(=O)NCC=2C(NC(=CC2C)C)=O)Cl)C 2-(trans-4-aminocyclohexyl)-7-chloro-N-[(4,6-dimethyl-2-oxo-1,2-dihydropyridin-3-yl)methyl]-2,4-dimethyl-1,3-benzodioxole-5-carboxamide